1-(m-tolyl)piperazine hydrochloride Cl.C1(=CC(=CC=C1)N1CCNCC1)C